1-(3-fluoroisonicotinoyl)-3-methyl-1,2,3,6-tetrahydropyridin FC1=C(C(=O)N2CC(C=CC2)C)C=CN=C1